methyl-2-(2-(3-(3-fluoro-4-(trifluoromethoxy)phenyl)ureido)ethyl)-2H-indazole-3-carboxamide CC=1C2=C(N(N=C2C=CC1)CCNC(=O)NC1=CC(=C(C=C1)OC(F)(F)F)F)C(=O)N